N1(N=CC=C1)C1=CC=C(C=N1)CO (6-(1H-pyrazol-1-yl)pyridin-3-yl)methanol